(S,E)-8-(3-chloro-4-methylphenyl)-9-(4-((1-(4-(dimethylamino)-4-oxobut-2-en-1-yl)pyrrolidin-3-yl)oxy)phenyl)-6,7-dihydro-5H-benzo[7]annulene-3-carboxylic acid ClC=1C=C(C=CC1C)\C=1\CCCC2=C(/C1/C1=CC=C(C=C1)O[C@@H]1CN(CC1)CC=CC(=O)N(C)C)C=CC(=C2)C(=O)O